NC=1C=2OC(C3=CC(=CC=C3C=3N(N=CC3CC3=NNC(=C3C(=CN1)C2)C#N)C)F)C 22-amino-16-fluoro-11,19-dimethyl-20-oxa-4,5,10,11,23-pentaazapentacyclo[19.3.1.02,6.08,12.013,18]pentacosa-1(24),2,5,8(12),9,13,15,17,21(25),22-decaene-3-carbonitrile